(R)-N,N-BIS(4-METHOXYBENZYL)PENT-4-ENE-2-SULFONAMIDE COC1=CC=C(CN(S(=O)(=O)[C@H](C)CC=C)CC2=CC=C(C=C2)OC)C=C1